(3S)-3-(4,4-diethyl-2-imino-6-oxo-hexahydropyrimidin-1-yl)-N-[(3S,4R)-3-hydroxy-2,2-dimethyl-chroman-4-yl]-2,2-bis(methoxymethyl)-3H-benzofuran-5-carboxamide C(C)C1(NC(N(C(C1)=O)[C@@H]1C(OC2=C1C=C(C=C2)C(=O)N[C@H]2[C@@H](C(OC1=CC=CC=C21)(C)C)O)(COC)COC)=N)CC